(2S)-2-(9H-fluoren-9-ylmethoxycarbonyl-amino)-2-(4-methylcyclohexyl)acetic acid C1=CC=CC=2C3=CC=CC=C3C(C12)COC(=O)N[C@H](C(=O)O)C1CCC(CC1)C